FC1CCN(CC1)C1=NC(=CC=N1)C 2-(4-fluoropiperidin-1-yl)-6-methylpyrimidine